(1S,2R,3R,4aS,13bR,14aS)-3-hydroxy-2,11-dimethoxy-1,2,3,4,4a,5,7,8,13,13b,14,14a-dodecahydroindolo[2',3':3,4]pyrido[1,2-b]isoquinoline-1-carboxylic acid O[C@H]1[C@@H]([C@H]([C@H]2C[C@H]3N(C[C@H]2C1)CCC1=C3NC3=CC(=CC=C31)OC)C(=O)O)OC